(7-(2,2-difluoroethoxy)imidazo[1,2-b]pyridazin-3-yl)-3,5-difluoro-N-((3S,4S)-4-fluoropyrrolidin-3-yl)pyridin-2-amine FC(COC1=CC=2N(N=C1)C(=CN2)C2=C(C(=NC=C2F)N[C@H]2CNC[C@@H]2F)F)F